C(OCCCCO[Si](C)(C)C(C)(C)C)(OCCl)=O 4-((tert-Butyldimethylsilyl)oxy)butyl (chloromethyl) carbonate